FC=1C=C(C=CC1CS(=O)(=O)C)C1=C(NC2=C(C=CC=C12)[C@H](C)N1C(OC2(CNC2)C1)=O)C(=O)O (S)-3-(3-fluoro-4-((methylsulfonyl)methyl)phenyl)-7-(1-(6-oxo-5-oxa-2,7-diazaspiro[3.4]octan-7-yl)ethyl)-1H-indole-2-carboxylic acid